(S)-2'-((6-((tetrahydrofuran-3-yl)amino)pyrimidin-4-yl)amino)spiro[cyclohexane-1,4'-pyrrolo[3,4-d]thiazol]-6'(5'H)-one O1C[C@H](CC1)NC1=CC(=NC=N1)NC=1SC2=C(N1)C1(NC2=O)CCCCC1